FC(C(C(F)(F)F)(O)C1=CC=C(C=C1)C1=CC=C(C=C1)CN1[C@H](CN(CC1)CC1=CC=NC=C1)C(=O)O)(F)F (R)-1-((4'-(1,1,1,3,3,3-hexafluoro-2-hydroxypropan-2-yl)-[1,1'-biphenyl]-4-yl)methyl)-4-(pyridin-4-ylmethyl)piperazine-2-carboxylic acid